N1(CCC2(CC1)CC1=NC=CC=C1O2)C(=O)OC(C)(C)C tert-butyl spiro[3H-furo[3,2-b]pyridine-2,4'-piperidine]-1'-carboxylate